trans-6-chloro-N-((4-(2-(4-chloro-3-fluorophenoxy)acetamido)cyclohexyl)methyl)quinoline-2-carboxamide ClC=1C=C2C=CC(=NC2=CC1)C(=O)NC[C@@H]1CC[C@H](CC1)NC(COC1=CC(=C(C=C1)Cl)F)=O